[Ga].[Zn].[In] indium Zinc gallium